C/C(/CC=C)=C/C (z)-4-methyl-1,4-hexadiene